2-(4,4-difluoroazepan-1-yl)-4-methyl-5-(trifluoromethyl)nicotinamide FC1(CCN(CCC1)C1=C(C(=O)N)C(=C(C=N1)C(F)(F)F)C)F